menthane-3-carboxylic acid-N-ethyl amide C(C)NC(=O)C1CC(CCC1C(C)C)C